2-(pentyloxyphenylphosphinyl)-pentyl acetate C(C)(=O)OCC(CCC)P(=O)(C1=CC=CC=C1)OCCCCC